2-([1,4]Dioxan-2-ylmethoxy)-9-(2-pyrazin-2-yl-ethyl)-6,7-dihydro-pyrimido[6,1-a]isoquinolin-4-one O1C(COCC1)COC1=NC(N2C(C3=CC=C(C=C3CC2)CCC2=NC=CN=C2)=C1)=O